O[C@@H]1[C@@H](CO[C@@H]([C@@H]1O)CO)CCNC(C)=O N-(2-((3R,4R,5R,6R)-4,5-dihydroxy-6-(hydroxymethyl)tetrahydro-2H-pyran-3-yl)ethyl)acetamide